[Pd].[Pd].C(=CCC)C1C(=O)NC(C1)=O Butenyl-succinimide dipalladium(0)